C1N(CC12CN(CC2)C(=O)OCC2=CC=CC=C2)C(=O)OC(C)(C)C 6-benzyl 2-(tert-butyl) 2,6-diazaspiro[3.4]octane-2,6-dicarboxylate